P(=O)(O)(O)OCOC(=O)NC(C(=O)O)C1=CC=CC=C1 ((((phosphonooxy)methoxy)carbonyl)amino)-2-phenylacetic acid